2-(6-(2,6-dichloro-3,5-dimethoxyphenyl)-2-(methylthio)pyrido[3,4-d]pyrimidin-8-yl)-7-oxa-2-azaspiro[3.5]nonane ClC1=C(C(=C(C=C1OC)OC)Cl)C1=CC2=C(N=C(N=C2)SC)C(=N1)N1CC2(C1)CCOCC2